4-(naphthalene-1-yl)phenylboronic acid C1(=CC=CC2=CC=CC=C12)C1=CC=C(C=C1)B(O)O